NC=1C(NC2=CC(=CN=C2C1C1=C2C=NNC2=C(C=C1)F)C=1N(C=NC1)C)=O 3-Amino-4-(7-fluoro-1H-indazol-4-yl)-7-(3-methylimidazol-4-yl)-1H-1,5-naphthyridin-2-one